9-formyl-3-azaspiro[5.5]undecan-3-carboxylic acid Butyl ester C(CCC)OC(=O)N1CCC2(CC1)CCC(CC2)C=O